NC=1N=CC(=NC1Cl)C1=CC=C(C=C1)N1C[C@@H](CC1)N(S(=O)(=O)C)C (R)-N-(1-(4-(5-amino-6-chloropyrazin-2-yl)phenyl)pyrrolidin-3-yl)-N-methylmethanesulfonamide